FC=1C(=NC(=NC1)NC1=C(C(=CC=C1)S(=O)(=O)C)F)C1=CNC2=C(C=CC=C12)NC([C@@H](CC)N1CCN(CCC1)C)=O (R)-N-(3-(5-fluoro-2-((2-fluoro-3-(methyl-sulfonyl)phenyl)amino)pyrimidin-4-yl)-1H-indol-7-yl)-2-(4-methyl-1,4-diazepan-1-yl)butanamide